1-(3-chloropyrazin-2-yl)ethylamine hydrochloride Cl.ClC=1C(=NC=CN1)C(C)N